N-(3-bromoimidazo[1,2-a]pyridin-6-yl)-4-chloro-benzamide BrC1=CN=C2N1C=C(C=C2)NC(C2=CC=C(C=C2)Cl)=O